ClC=1C(=CC(=NC1)OC)C1=CC(=NN1)C(=O)N1CCC(CC1)C(=O)NC(C)(C)C1=CC=CC=C1 1-[5-(5-chloro-2-methoxypyridin-4-yl)-1H-pyrazole-3-carbonyl]-N-(2-phenylpropan-2-yl)piperidine-4-carboxamide